O1C(=CC=C1)C=1OC=CC1C=1OC=CC1 terfuranyl